CC1=CC(=NO1)C1(CC1)C(=O)O 1-(5-methylisoxazol-3-yl)cyclopropanecarboxylic acid